COC=1C=C2C(=C(C(OC2=CC1)=O)S(=O)(=O)C1=CC=C(C)C=C1)C1=CC=CC=C1 6-Methoxy-4-phenyl-3-tosyl-2H-chromen-2-one